(3S)-1-(BENZYLSULFONYL)-N,N-BIS(4-METHOXYBENZYL)-6-HEPTENE-3-SULFONAMIDE C(C1=CC=CC=C1)S(=O)(=O)CC[C@H](CCC=C)S(=O)(=O)N(CC1=CC=C(C=C1)OC)CC1=CC=C(C=C1)OC